tert-butyl (E)-2-(2,6-dimethyl-4-(3-(6-methylbenzofuran-2-yl)-3-oxoprop-1-en-1-yl)phenoxy)-2-methylpropanoate CC1=C(OC(C(=O)OC(C)(C)C)(C)C)C(=CC(=C1)\C=C\C(=O)C=1OC2=C(C1)C=CC(=C2)C)C